CN(C1=C(C=CC(=N1)C1=CC=C(N=N1)N(C1C[C@H]2CC[C@@H](C1)N2C(=O)OC(C)(C)C)C)C=2C=NN(C2)C2OCCOC2)C tert-butyl (1r,3r,5s)-3-({6-[6-(dimethylamino)-5-[1-(dioxan-2-yl) pyrazol-4-yl]Pyridin-2-yl]Pyridazin-3-yl} (methyl) amino)-8-azabicyclo[3.2.1]Octane-8-carboxylate